(S)-N-(7-(4,4-difluoropiperidine-1-carbonyl)-5-methyl-4-oxo-2,3,4,5-tetrahydrobenzo[b][1,4]oxazepin-3-yl)-4-(3-fluorobenzyl)-1H-pyrazole-1-carboxamide FC1(CCN(CC1)C(=O)C1=CC2=C(OC[C@@H](C(N2C)=O)NC(=O)N2N=CC(=C2)CC2=CC(=CC=C2)F)C=C1)F